2-(methoxymethyl)-N-(6-silaspiro[5.5]undecan-3-yl)-4H-pyrrolo[2,3-d]thiazole-5-carboxamide COCC=1SC2=C(N1)NC(=C2)C(=O)NC2CC[Si]1(CC2)CCCCC1